N-((3R,4S)-4-((7-(2,6-dichloro-3,5-dimethoxyphenyl)-5-((2-morpholinoethyl)amino)-2,6-naphthyridin-3-yl)amino)tetrahydrofuran-3-yl)acrylamide ClC1=C(C(=C(C=C1OC)OC)Cl)C1=NC(=C2C=C(N=CC2=C1)N[C@H]1[C@H](COC1)NC(C=C)=O)NCCN1CCOCC1